N-methyl-N-(pyridin-2-yl)-7-(trifluoromethyl)-1H-indole-2-carboxamide CN(C(=O)C=1NC2=C(C=CC=C2C1)C(F)(F)F)C1=NC=CC=C1